FC=1C=C2C(=C(/C(/C2=CC1)=C/C1=CC=C(C=C1)C(=C)C)C)CC(=O)O 2-[(1Z)-5-fluoro-2-methyl-1-{[4-(prop-1-en-2-yl)phenyl]methylidene}-1H-inden-3-yl]acetic acid